C(CCCCCCCCCCCCCCC)(=O)[NH-].[Na+].[Na+].C(CCCCCCCCCCCCCCC)(=O)[NH-] disodium palmitoylamide